2-((1S,3s)-3-(1-((R)-2-(2-methoxyphenyl)-2-((tetrahydro-2H-pyran-4-yl)oxy)ethyl)-5-methyl-6-(oxazol-2-yl)-2,4-dioxo-1,2-dihydrothieno[2,3-d]pyrimidine-3(4H)-yl)cyclobutyl)acetic Acid COC1=C(C=CC=C1)[C@H](CN1C(N(C(C2=C1SC(=C2C)C=2OC=CN2)=O)C2CC(C2)CC(=O)O)=O)OC2CCOCC2